(2R,3R)-3-[(6-fluoro-4-iodopyridin-2-yl)amino]butan-2-ol FC1=CC(=CC(=N1)N[C@@H]([C@@H](C)O)C)I